C[C@]1(C[C@](CC1)(C(=O)O)C)C(=O)O trans-1,3-dimethylcyclopentane-1,3-dicarboxylic acid